BrC=1C=C(C=CC1F)N1C(=NOC1)C1=NON=C1[N+](=O)[O-] 4-(3-bromo-4-fluorophenyl)-3-(4-nitro-1,2,5-oxadiazol-3-yl)-1,2,4-oxadiazol